ClC1=CNC2=C(C(=C(C(=C12)S(=O)(=O)Cl)OC=1C=CC(=C(C1)C=1NC=C(N1)C1(CCOC2=C(C=CC=C12)CCC(=O)OCC)C)F)F)F ethyl 3-[4-[2-[5-[(3-chloro-4-chlorosulfonyl-6,7-difluoro-1H-indol-5-yl)oxy]-2-fluoro-phenyl]-1H-imidazol-4-yl]-4-methyl-chroman-8-yl]propanoate